O(C1=CC=CC=C1)C=1C=C(C=CC1)C1(CC1)C=1NC(C=2CNCCCC2N1)=O 2-(1-(3-phenoxyphenyl)cyclopropyl)-6,7,8,9-tetrahydro-3H-pyrimido[5,4-c]azepin-4(5H)-one